(3S,4R)-4-((5-chloro-4-(7-fluoro-1,4-dihydro-2H-spiro[benzo[c][2,6]naphthyridin-3,1'-cyclopropan]-9-yl)pyrimidin-2-yl)amino)tetrahydro-2H-pyran-3-ol ClC=1C(=NC(=NC1)N[C@H]1[C@@H](COCC1)O)C1=CC2=C(N=CC=3CC4(CC4)NCC23)C(=C1)F